FC1=CC=C(C=C1)C=1NC(SC1)N/N=C/C=1N=C(C=2NC3=CC=CC=C3C2C1)C1=C(C=CC=C1)Cl 4-(4-fluorophenyl)-2-(((E)-(1-(2-chlorophenyl)-beta-carbolin-3-yl)methylene)hydrazino)-2,3-dihydrothiazole